(4-Pyridinyloxymethyl)piperidine-1-carboxylic acid tert-butyl ester C(C)(C)(C)OC(=O)N1C(CCCC1)COC1=CC=NC=C1